methyl 5-methyl-1H-1,2,4-triazole-3-carboxylate CC1=NC(=NN1)C(=O)OC